COC1=CC=C(C=CC(=O)OCCCCCC(C)C)C=C1 iso-octyl p-methoxycinnamate